C(CCC)[Si](C1=CC=C(C=C1)P(N(P(C1=CC=C(C=C1)[Si](CCCC)(CCCC)CCCC)C1=C(C=CC=C1)OC)C(C)C)C1=CC=C(C=C1)[Si](CCCC)(CCCC)CCCC)(CCCC)CCCC N-(bis(4-(tributylsilyl)phenyl)phosphaneyl)-N-isopropyl-1-(2-methoxyphenyl)-1-(4-(tributylsilyl)phenyl)phosphanamine